(Z)-5-(bromomethyl)-3-methyl-1-(2,2,2-trifluoroethyl)imidazoline BrCC1CN(CN1CC(F)(F)F)C